CC1(OCCC(C1)NC(=S)NC(OC(C)(C)C)=O)C tert-Butyl N-[(2,2-dimethyltetrahydropyran-4-yl)carbamothioyl]carbamate